4-(aminomethyl)-6-(4-methylpyridin-3-yl)-phthalazin-1(2H)-one NCC1=NNC(C2=CC=C(C=C12)C=1C=NC=CC1C)=O